Allyl-phthalide C(C=C)C1OC(=O)C2=CC=CC=C12